2-(methoxycarbonyl)thiazole COC(=O)C=1SC=CN1